ClC1=NN2C(N=C(C=C2)N2[C@H](C[C@H](C2)O)C2=C(C=CC(=C2)F)F)=C1NC(=S)NC1CC1 1-(2-chloro-5-((2R,4R)-2-(2,5-difluorophenyl)-4-hydroxypyrrolidin-1-yl)pyrazolo[1,5-a]pyrimidin-3-yl)-3-cyclopropylthiourea